C(C)(=O)N1C(C2=CC=C(C=C2CC1)S(=O)(=O)CC)C(=O)NC1=CC=C(C=C1)OC(F)(F)F 2-Acetyl-6-(ethylsulfonyl)-N-(4-(trifluoromethoxy)phenyl)-1,2,3,4-tetrahydroisoquinoline-1-carboxamide